[3-(3-{1-[4-amino-3-(1H-pyrazol-4-yl)-1H-pyrazolo[3,4-d]pyrimidin-1-yl]ethyl}-5-chloro-2-methoxy-6-methylphenyl)azetidin-1-yl]acetonitrile NC1=C2C(=NC=N1)N(N=C2C=2C=NNC2)C(C)C=2C(=C(C(=C(C2)Cl)C)C2CN(C2)CC#N)OC